FC1=CC=C(C(=O)N2CCCC2)C=C1 1-(4-fluorobenzoyl)pyrrolidin